2-(3-trifluoromethylphenyl)-4-cyanopyridine FC(C=1C=C(C=CC1)C1=NC=CC(=C1)C#N)(F)F